NC=1C=2N(C3=CC(=C(C=C3N1)F)C(=O)N(C1COC3=C1C=CC(=C3)C=3C=NN(C3)C)CC3CC3)C=NC2 4-amino-N-(cyclopropylmethyl)-7-fluoro-N-(6-(1-methyl-1H-pyrazol-4-yl)-2,3-dihydrobenzofuran-3-yl)imidazo[1,5-a]quinoxaline-8-carboxamide